5-(benzyloxy)-4-methyl-[3,3'-bipyridine]-6-carboxylic acid C(C1=CC=CC=C1)OC=1C(=C(C=NC1C(=O)O)C=1C=NC=CC1)C